ClC1=NC(=NC(=C1)O[C@@H](C)[C@H]1N(C[C@@H](C1)F)C)C(CC(C(C)(C)C1=C(C=CC=C1F)F)=O)=O {4-Chloro-6-[(1S)-1-[(2S,4R)-4-fluoro-1-methylpyrrolidin-2-yl]ethoxy]pyrimidin-2-yl}-4-(2,6-difluorophenyl)-4-methylpentane-1,3-dione